NC1=NC(=NC2=C(C=CC=C12)C1=NC=CC(=C1)NC(C#C)=O)NC=1C=NC(=CC1)N1CCOCC1 N-(2-(4-amino-2-((6-morpholinylpyridin-3-yl)amino)quinazolin-8-yl)pyridin-4-yl)propynamide